NC1=CC(=C(C(=O)NCC2(CCC2)C2=CC=C(C=C2)Cl)C=C1Cl)OC 4-Amino-5-chloro-N-((1-(4-chlorophenyl)cyclobutyl)methyl)-2-methoxybenzamid